ClC1=C(C(=O)NC2(CC2)C#N)C=C(C=C1)S(=O)(=O)C1=NOC(C1)(C(F)(F)F)C1=CC(=CC(=C1)Cl)Cl 2-chloro-N-(1-cyanocyclopropyl)-5-[[5-(3,5-dichlorophenyl)-5-(trifluoromethyl)-4H-isoxazol-3-yl]sulfonyl]benzamide